2-(2-oxo-1-imidazolidinyl)ethyl methacrylate C(C(=C)C)(=O)OCCN1C(NCC1)=O